CC=1C=CC(=C2C(=CC(=NC12)C=1SC2=C(C1C)C=CC=C2)C(=O)O)O[C@@H]2C[C@@H](CCC2)C 8-methyl-2-(3-methyl-1-benzothien-2-yl)-5-[[(1S,3R)-3-methylcyclohexyl]oxy]quinoline-4-carboxylic acid